COC1=C(C=CC(=N1)N1C(N(C2(C1)CCN(CC2)C2COC2)CC2=CC(=CC=C2)OC)=O)C=2C=NNC2 3-(6-methoxy-5-(1H-pyrazol-4-yl)pyridin-2-yl)-1-(3-methoxybenzyl)-8-(oxetan-3-yl)-1,3,8-triazaspiro[4.5]decan-2-one